racemic-3-(4-bromophenyl)pyrrolidine BrC1=CC=C(C=C1)[C@@H]1CNCC1 |r|